3-Methyl-2-[2-[rel-(4aR,7aR)-3,4a,5,6,7,7a-hexahydro-2H-pyrrolo[3,4-b][1,4]oxazin-4-yl]oxazolo[4,5-b]pyridin-5-yl]-5-(trifluoromethyl)phenol CC=1C(=C(C=C(C1)C(F)(F)F)O)C1=CC=C2C(=N1)N=C(O2)N2[C@H]1[C@H](OCC2)CNC1 |o1:22,23|